4-amino-2-aminomethylphenol NC1=CC(=C(C=C1)O)CN